1,6-Dimethyl-1H-pyrazolo[3,4-b]pyridin-4-ol CN1N=CC2=C1N=C(C=C2O)C